(1R,5S,6S)-6-(aminomethyl)-3-ethylbicyclo[3.2.0]heptane-3-ene-6-acetic acid NC[C@]1([C@@H]2C=C(C[C@@H]2C1)CC)CC(=O)O